CC1N(C(CCC1)C)B 2,6-dimethylpiperidinoborane